OCCCC 4-hydroxybutane